OCCN(CCO)CCO 2-[bis(2-hydroxyethyl)amino]ethanol